dimethoxy(methyl)octylsilicon CO[Si](CCCCCCCC)(C)OC